N-([2,3'-bipyridin]-5-yl)-2-methyl-4-(2-methyl-6,7-dihydropyrazolo[1,5-a]pyrimidin-4(5H)-yl)-4-oxobutanamide N1=C(C=CC(=C1)NC(C(CC(=O)N1C=2N(CCC1)N=C(C2)C)C)=O)C=2C=NC=CC2